5,6-dihydro-8H-imidazo[2,1-c][1,4]oxazine N=1C=CN2C1COCC2